5-nitroisophthalaldehyde bis(thiosemicarbazone) N(NC(=S)N)=CC1=CC(C=NNC(=S)N)=CC(=C1)[N+](=O)[O-]